2-(4,4-difluoropiperidin-1-yl)-5-fluoro-6-methylnicotinamide FC1(CCN(CC1)C1=C(C(=O)N)C=C(C(=N1)C)F)F